ClC1=CC(=C(C=C1)C1=NN2C(CN(CC2)C(C=C)=O)=C1C1=C2C(=NC=C1)NC=C2C)F 1-[2-(4-chloro-2-fluorophenyl)-3-(3-methyl-1H-pyrrolo[2,3-b]pyridin-4-yl)-6,7-dihydropyrazolo[1,5-a]pyrazin-5(4H)-yl]prop-2-en-1-one